FC1=C(C=CC=C1)C(=O)O fluorophenylcarboxylic acid